1-[(2,4-dimethoxyphenyl)methyl]-3-[2-(2-methylpropyl)-1-oxoisoquinolin-4-yl]urea COC1=C(C=CC(=C1)OC)CNC(=O)NC1=CN(C(C2=CC=CC=C12)=O)CC(C)C